(S)-6-(5-(difluoromethoxy)pyridin-2-yl)-N-(1-(4-fluorophenyl)ethyl)-1-(2-morpholinoethyl)-2-oxo-1,2-dihydro-1,8-naphthyridine-3-carboxamide FC(OC=1C=CC(=NC1)C=1C=C2C=C(C(N(C2=NC1)CCN1CCOCC1)=O)C(=O)N[C@@H](C)C1=CC=C(C=C1)F)F